O=C1C(CCCC1)CCC(=O)OCC Ethyl 3-(2-oxocyclohexyl)propanoate